methyl 7-((2S)-1-(tert-butoxycarbonyl)-2-methylpiperidin-4-yl)-4-methyl-5-oxo-4,5-dihydropyrazolo[1,5-a]pyrimidine-2-carboxylate C(C)(C)(C)OC(=O)N1[C@H](CC(CC1)C1=CC(N(C=2N1N=C(C2)C(=O)OC)C)=O)C